methyl 2-(3-((1-methyl-9-(1-methyl-1H-pyrazol-4-yl)-6,7-dihydro-5H-benzo[c][1,2,3]triazolo[1,5-a]azepin-7-yl)amino)phenyl)acetate CC=1N=NN2C1C1=C(C(CC2)NC=2C=C(C=CC2)CC(=O)OC)C=C(C=C1)C=1C=NN(C1)C